CN(C1CNCC1)C 3-(dimethylamino)tetrahydropyrrole